6-amino-9-[(4-chlorophenyl)methyl]-N-ethyl-N-methyl-8-oxo-2-(propylsulfonylamino)purine-7-carboxamide NC1=C2N(C(N(C2=NC(=N1)NS(=O)(=O)CCC)CC1=CC=C(C=C1)Cl)=O)C(=O)N(C)CC